[Cl-].FC1=CC=C(C=C1)C(C)=O p-fluoroacetophenone chloride